4-[(E)-3-(3-tert-butyl-2-ethyl-benzofuran-5-yl)-3-oxo-prop-1-enyl]-3-fluoro-benzoic acid C(C)(C)(C)C1=C(OC2=C1C=C(C=C2)C(/C=C/C2=C(C=C(C(=O)O)C=C2)F)=O)CC